CC=1N(C(NN1)=O)C=1C=NC(=CC1)OC1=CC(=C(C=C1)C)OC(F)(F)F 5-methyl-4-{6-[4-methyl-3-(trifluoromethoxy)phenoxy]pyridin-3-yl}-2,4-dihydro-3H-1,2,4-triazol-3-one